2-((2S,5S)-5-(4-chlorobenzyl)-4-(4-(1,5-dimethyl-1H-pyrazol-3-yl)cyclohexyl)morpholin-2-yl)acetic acid hydrochloride Cl.ClC1=CC=C(C[C@H]2CO[C@H](CN2C2CCC(CC2)C2=NN(C(=C2)C)C)CC(=O)O)C=C1